The molecule is a fatty acid methyl ester of 10-undecenoic acid. It has a role as a metabolite. It derives from a 10-undecenoic acid. COC(=O)CCCCCCCCC=C